C(#N)C1=CC=C(C=N1)N1CCN([C@@H]2CC[C@H]12)C(=O)OC(C)(C)C tert-butyl (1R,6S)-5-(6-cyanopyridin-3-yl)-2,5-diazabicyclo[4.2.0]octane-2-carboxylate